(4-(3,4-difluoro-2-(trifluoromethyl)phenyl)piperidin-1-yl)(4,5,6,7-tetra-hydro-1H-pyrazolo[3,4-c]pyridin-3-yl)-methanone FC=1C(=C(C=CC1F)C1CCN(CC1)C(=O)C1=NNC=2CNCCC21)C(F)(F)F